N-(1-methyl-7-(4,4,5,5-tetramethyl-1,3,2-dioxaborolan-2-yl)-1H-indazol-3-yl)ethanesulfonamide CN1N=C(C2=CC=CC(=C12)B1OC(C(O1)(C)C)(C)C)NS(=O)(=O)CC